dioctyl carbonate palmitate C(CCCCCCCCCCCCCCC)(=O)O.C(OCCCCCCCC)(OCCCCCCCC)=O